1,4-dimethoxy-butane COCCCCOC